5-(4-(1-(5-(aminomethyl)-2-methylbenzamido)ethyl)naphthalen-2-yl)-N,N-dimethyl-1H-pyrrole-3-carboxamide NCC=1C=CC(=C(C(=O)NC(C)C2=CC(=CC3=CC=CC=C23)C2=CC(=CN2)C(=O)N(C)C)C1)C